ClC=1C=C(C=CC1F)NC(=O)C1=C(N=C2N1CCNC2)C2CC1CC(CC1C2)O N-(3-chloro-4-fluorophenyl)-2-(5-hydroxyoctahydropentalen-2-yl)-5,6,7,8-tetrahydroimidazo[1,2-a]pyrazine-3-carboxamide